3-(tributylstannyl)pyridazine C(CCC)[Sn](C=1N=NC=CC1)(CCCC)CCCC